ClC1=CC=C(C=C1)CN(CC=1SC(=CC1)[N+](=O)[O-])CC1CN(CC1)C(=O)OCC Ethyl 3-[[(4-chlorophenyl)methyl-[(5-nitrothiophen-2-yl)methyl]amino]methyl]pyrrolidine-1-carboxylate